Lithium 3-(cyclopropylamino)-3-oxopropionate C1(CC1)NC(CC(=O)[O-])=O.[Li+]